5-{4-amino-5-[(4,4-difluoropiperidin-1-yl)methyl]pyrrolo[2,1-f][1,2,4]triazin-7-yl}-N-[(3R,4S)-1-(2,6-difluorobenzoyl)-4-fluoropyrrolidin-3-yl]-2-methoxypyridine-3-carboxamide NC1=NC=NN2C1=C(C=C2C=2C=C(C(=NC2)OC)C(=O)N[C@@H]2CN(C[C@@H]2F)C(C2=C(C=CC=C2F)F)=O)CN2CCC(CC2)(F)F